M-acetamidoaniline C(C)(=O)NC=1C=C(N)C=CC1